C(CCCCCCCCC(=O)O)(=O)O.CC(CCO)CC(C)(C)C 3,5,5-trimethyl-hexanol sebacate